Cl.C1=CC(=CC2=C1C=CCCC2)C(=O)O 6,7-dihydro-5H-benzo[7]annulene-3-carboxylic acid hydrochloride